3-((2-(N-Boc-amino)ethyl)amino)aniline C(=O)(OC(C)(C)C)NCCNC=1C=C(N)C=CC1